N-{5-[3-(4,4-difluorocyclohexyl)-1,2,4-oxadiazol-5-yl]-4,5,6,7-tetrahydro[1,3]thiazolo[5,4-c]pyridin-2-yl}-N'-[2-(2-hydroxyethoxy)ethyl]urea FC1(CCC(CC1)C1=NOC(=N1)N1CC2=C(CC1)N=C(S2)NC(=O)NCCOCCO)F